NC=1SC(=C(N1)C1=C(C=C(C=C1)NC(=O)C1CC1)C)C N-[4-(2-amino-5-methyl-1,3-thiazol-4-yl)-3-methylphenyl]cyclopropanecarboxamide